2-amino-7-deaza-adenine NC1=NC(=C2CC=NC2=N1)N